CNCC#N methylglycinonitrile